C(C)(C)(C)N(C(O)=O)CC1CCN(CC1)CC1=CC=C(C=C1)Cl.F[C@H]1[C@H](O[C@@H]2OC(O[C@@H]21)(C)C)C(C)=O 1-((3aR,5R,6R,6aS)-6-fluoro-2,2-dimethyltetrahydrofuro[2,3-d][1,3]Dioxol-5-yl)ethan-1-one tert-butyl-((1-(4-chlorobenzyl)piperidin-4-yl)methyl)carbamate